FC=1C=C(C=C(C1)F)[C@@H]1[C@H](C1)B1OC(C(O1)(C)C)(C)C |r| racemic-2-[(1S,2S)-2-(3,5-difluorophenyl)cyclopropyl]-4,4,5,5-tetramethyl-1,3,2-dioxaborolane